gamma-acetyl-n-propanol C(C)(=O)CCCO